ClC1=CC(=C2C(=N1)NC=C2)N2CC1=C(N=CN=C1N1C[C@@H](CCC1)C(=O)OC)C[C@H]2C Methyl (R)-1-((R)-6-(6-chloro-1H-pyrrolo[2,3-b]pyridin-4-yl)-7-methyl-5,6,7,8-tetrahydropyrido-[4,3-d]pyrimidin-4-yl)-piperidine-3-carboxylate